C(OC(CCC)CCC)(OC1=CC=C(C=C1)[N+](=O)[O-])=O heptan-4-yl {4-nitrophenyl} carbonate